methyl (S)-6-cyclopropyl-3-((3-(3,6-dihydro-2H-pyran-4-yl)-2-((1,1,1-trifluoropropan-2-yl)oxy)phenyl)amino)pyrazine-2-carboxylate C1(CC1)C1=CN=C(C(=N1)C(=O)OC)NC1=C(C(=CC=C1)C=1CCOCC1)O[C@H](C(F)(F)F)C